2,6-di(tert-butyl)phenol C(C)(C)(C)C1=C(C(=CC=C1)C(C)(C)C)O